C(CCC)C1CCCC2=C(N(C3=C(C=CC=C23)C(=O)O)CC2=C(C=CC=C2)C(N)=O)C1 7-butyl-5-[(2-carbamoylphenyl)methyl]-5H,6H,7H,8H,9H,10H-cyclohepta[b]indole-4-carboxylic acid